[[(α,α-dimethyl-3,5-Dimethoxybenzyl)oxy]carbonyl]cyclohexylamine CC(C1=CC(=CC(=C1)OC)OC)(C)OC(=O)NC1CCCCC1